C(CCCCCCCCCCCCCCC)N1C(=C(C(C=C1)=O)OCC=C)C(C)=O N-hexadecyl-2-acetyl-3-(2-propen-1-yloxy)-pyridin-4-one